O[C@@]1(C(N(CC1)C)=O)C1=CC(=NO1)C1=NC(=CC=C1)C1=NC(=NC=C1)N[C@@H](C)C1=NC(=NO1)C (R)-3-hydroxy-1-methyl-3-(3-(6-(2-(((S)-1-(3-methyl-1,2,4-oxadiazol-5-yl)ethyl)amino)pyrimidin-4-yl)pyridin-2-yl)isoxazol-5-yl)pyrrolidin-2-one